6-[4-[[3-(3-Hydroxyphenyl)-5-(trifluoromethoxy)phenyl]methyl]piperazin-1-yl]-N-propylpyridazine-3-carboxamide OC=1C=C(C=CC1)C=1C=C(C=C(C1)OC(F)(F)F)CN1CCN(CC1)C1=CC=C(N=N1)C(=O)NCCC